(2S,4S)-4-hydroxy-2,3,4,5-tetrahydro-(2S)-dimethylpyridine O[C@H]1C(CN=CC1C)C